C(C1=CC=CC=C1)ON1C(N(C2=C(C1=O)SC(=C2)C#C)CC2CCC2)=O 3-benzyloxy-1-(cyclobutylmethyl)-6-ethynyl-thienopyrimidine-2,4(1H,3H)-dione